CC1=C(C=CC=C1C1=CC=2N(C=C1)C(=CN2)C2=CC=C(CN[C@@H](C(C)C)C(=O)O)C=C2)C2=CC=CC=C2 (4-(7-(2-methyl-[1,1'-biphenyl]-3-yl)imidazo[1,2-a]pyridin-3-yl)benzyl)valine